C(C)NC=1SC2=NC(=CC=C2N1)N(C(=O)NC1=CC=C(C=C1)F)CCN1CCOCC1 1-[2-(ethylamino)thiazolo[5,4-b]pyridin-5-yl]-1-[2-(4-morpholinyl)ethyl]-3-(4-fluorophenyl)urea